CCCC\C=C/CCCCCCC cis-5-tridecene